2-chloro-4-(4-cyano-3-fluorophenyl)pyridine ClC1=NC=CC(=C1)C1=CC(=C(C=C1)C#N)F